N-[(6-{[(1-methylcyclohexyl)amino]methyl}imidazo[1,2-a]pyridin-2-yl)methyl]-4-oxo-4H-pyrido[1,2-a]pyrimidine-2-carboxamide CC1(CCCCC1)NCC=1C=CC=2N(C1)C=C(N2)CNC(=O)C=2N=C1N(C(C2)=O)C=CC=C1